sulfane Ammonium carbamate C(N)([O-])=O.[NH4+].S